C1(C=CC=C1)[Sn](Cl)(Cl)Cl (Cyclopentadienyl)tin trichloride